keto-coumarin O=C1C(OC2=CC=CC=C2C1)=O